3-(3-Isopropylphenyl)butanal C(C)(C)C=1C=C(C=CC1)C(CC=O)C